5,5'-bi-1H-tetrazole diammonium salt [NH4+].[NH4+].N1N=NN=C1C1=NN=NN1